tert-butyl {(1r,4r)-4-[2-bromo-5-(5-oxo-4,5-dihydro-1,3,4-oxadiazol-2-yl)anilino]cyclohexyl}carbamate BrC1=C(NC2CCC(CC2)NC(OC(C)(C)C)=O)C=C(C=C1)C=1OC(NN1)=O